ClC1=C(C=C(C=C1)Cl)N\N=C(/C(=O)[O-])\CC (Z)-ethylglyoxylate 2,5-dichlorophenyl hydrazone